3-((5-Bromo-2-hydroxyphenyl)sulfonamido)-5-chloro-2-hydroxy-N-((2-oxo-1,2-dihydropyridin-4-yl)methyl)benzamide BrC=1C=CC(=C(C1)S(=O)(=O)NC=1C(=C(C(=O)NCC2=CC(NC=C2)=O)C=C(C1)Cl)O)O